CC(C#N)C=O 2-METHYL-3-OXOPROPANENITRILE